C1(=CC(=CC(=C1)C(=O)[O-])C(=O)[O-])C(=O)[O-] 1,3,5-benzenetricarboxylate